CC1=NN=C(S1)NS(=O)(=O)C1=CC=C(C=C1)N1C(=NC2=NC=CN=C2C1=O)SCC(=O)NC=1SC=CN1 2-((3-(4-(N-(5-Methyl-1,3,4-thiadiazol-2-yl)sulfamoyl)phenyl)-4-oxo-3,4-dihydropteridin-2-yl)thio)-N-(thiazol-2-yl)acetamide